C(C)(C)(C)N1N=CC(=C1)C1=NC=CC=C1CN (2-(1-(tert-butyl)-1H-pyrazol-4-yl)pyridin-3-yl)methanamine